5-(4-chloro-2-fluoro-phenyl)-2,3-dimethyl-7-((2R)-2-((2R)-2-oxetanyl)-4-morpholinyl)pyrido[4,3-d]-pyrimidin-4(3H)-one ClC1=CC(=C(C=C1)C1=NC(=CC=2N=C(N(C(C21)=O)C)C)N2C[C@@H](OCC2)[C@@H]2OCC2)F